FC1=C(OC[C@@H](/C=C/[C@H]2[C@H](C[C@@H]3OC[C@H](CC[C@@H]32)CCCC(=O)OC(C)C)O)O)C=C(C=C1)F 2-propanyl 4-{(3S,5aR,6R,7S,8aS)-6-[(1E,3R)-4-(2,5-difluorophenoxy)-3-hydroxy-1-buten-1-yl]-7-hydroxyoctahydro-2H-cyclopenta[b]oxepin-3-yl}butanoate